6-[[2-(2,6-dioxo-3-piperidinyl)-2,3-dihydro-1,3-dioxo-1H-isoindol-4-yl]amino]-hexanoic acid O=C1NC(CCC1N1C(C2=CC=CC(=C2C1=O)NCCCCCC(=O)O)=O)=O